2-chloro-4-(2-(methylthio)phenoxy)-7-p-toluenesulfonyl-7H-pyrrolo[2,3-d]pyrimidine ClC=1N=C(C2=C(N1)N(C=C2)S(=O)(=O)C2=CC=C(C)C=C2)OC2=C(C=CC=C2)SC